4-[5-(4-chlorophenyl)-1-[5-isobutyl-2-(trifluoromethyl)phenyl]pyrrol-2-yl]-N-[3-(dimethylamino)propyl]-benzamide hydrochloride Cl.ClC1=CC=C(C=C1)C1=CC=C(N1C1=C(C=CC(=C1)CC(C)C)C(F)(F)F)C1=CC=C(C(=O)NCCCN(C)C)C=C1